CN1CC(C1)N1N=CC(=C1)N 1-(1-Methylazetidin-3-yl)-1H-pyrazol-4-amine